C(C)(C)(C)OC(=O)N1N=C(C=C1)OC=C 3-(vinyloxy)-1H-pyrazole-1-carboxylic acid tert-butyl ester